FC1(OC2=C(O1)C=C(C(=C2)NC)[N+](=O)[O-])F 2,2-difluoro-N-methyl-6-nitro-1,3-benzodioxol-5-amine